C(C=1C(C(=O)OCCCCCCCCCCCCCCCCCC)=CC=CC1)(=O)[O-] 2-stearyl phthalate